(E)-4-methylaminocrotonic acid hydrochloride Cl.CNC/C=C/C(=O)O